C(C)(C)(C)[Si](C)(C)OC1=CC(=CC2=CC=C(C(=C12)\C=C\B1OC(C(O1)(C)C)(C)C)F)OCOC tert-butyl({7-fluoro-3-(methoxymethoxy)-8-[(E)-2-(4,4,5,5-tetramethyl-1,3,2-dioxaborolan-2-yl)ethenyl]naphthalen-1-yl}oxy)dimethylsilane